BrC=1N(C=C(N1)Cl)COCC[Si](C)(C)C 2-bromo-4-chloro-1-((2-(trimethylsilyl)ethoxy)methyl)-1H-imidazole